[C@H]12CN(C[C@H](CC1)N2)C=2C1=C(N=C(N2)OCC2(CC2)CN2CCCC2)C(=C(N=C1)C1=NC(=CC2=CC=CC=C12)N)F 1-(4-((1R,5S)-3,8-diazabicyclo[3.2.1]octan-3-yl)-8-fluoro-2-((1-(pyrrolidin-1-ylmethyl)cyclopropyl)methoxy)pyrido[4,3-d]pyrimidin-7-yl)isoquinolin-3-amine